O=C1NC(CCC1N1C(C2=CC=C(C=C2C1)N1CCC(CC1)CC1CCN(CC1)C(=O)OC(C)(C)C)=O)=O tert-butyl 4-[[1-[2-(2,6-dioxo-3-piperidyl)-1-oxo-isoindolin-5-yl]-4-piperidyl]methyl]piperidine-1-carboxylate